C12(CC3CC(CC(C1)C3)C2)C2(CC=C(C=C2)N)C2=CC=CC3=CC=CC=C23 4-(adamantan-1-yl)-N-(4-(naphthalene-1-yl)phenyl)amine